6'-((6-AMINOPYRIMIDIN-4-YL)AMINO)-8'-METHYL-3A,4,6,6A-TETRAHYDRO-1H,2'H,3H-SPIRO[CYCLOPENTA[C]FURAN-5,3'-IMIDAZO[1,5-A]PYRIDINE]-1',5'-DIONE NC1=CC(=NC=N1)NC1=CC(=C2N(C1=O)C1(NC2=O)CC2C(COC2)C1)C